C(O)C(CCCCCCCCCCCCCCCC=C)(CO)CO Trimethyloloctadecene